CN(C1=CC=C(C=C1)C=1C=CC(=NC1)CN(C(=O)C1CCC(CC1)O)C1=NC=CC(=C1)OCC1=CC=NS1)C N-((5-(4-(Dimethylamino)phenyl)pyridin-2-yl)methyl)-4-hydroxy-N-(4-(isothiazol-5-ylmethoxy)pyridin-2-yl)cyclohexanecarboxamide